3-[2,6-dimethyl-4-[(E)-prop-1-enyl]phenyl]-4-methoxy-benzaldehyde CC1=C(C(=CC(=C1)\C=C\C)C)C=1C=C(C=O)C=CC1OC